OC(C)(C)C1=NOC(=C1)C(=O)NCC1=NOC(=C1)C1=CC=CC=C1 3-(2-hydroxypropan-2-yl)-N-((5-phenylisoxazol-3-yl)methyl)isoxazole-5-carboxamide